C(=C)C1=CC=CC(=N1)C=O 6-vinylpyridin-2-formaldehyde